ClC1=C2C(=NC=C1)N(N=C2C2CN(C2)C(\C=C\CO)=O)C2=CC=C(C=C2)OC(F)(F)F (E)-1-(3-(4-chloro-1-(4-(trifluoromethoxy)phenyl)-1H-pyrazolo[3,4-b]pyridin-3-yl)azetidin-1-yl)-4-hydroxybut-2-en-1-one